fluoro-antimonic acid [Sb](O)(O)(=O)F